ClC1=C2C(=NC=C1OC1=CC(=NC=C1)NC(C[C@H]1OCCCC1)=O)N=C(N2C)NC=2C(N(C=C(C2)C(F)(F)F)C)=O (S)-N-(4-((7-chloro-1-methyl-2-((1-methyl-2-oxo-5-(trifluoromethyl)-1,2-dihydropyridin-3-yl)amino)-1H-imidazo[4,5-b]pyridin-6-yl)oxy)pyridin-2-yl)-2-(tetrahydro-2H-pyran-2-yl)acetamide